2-chloro-6-[4-[4-[6-(cyclopentoxy)-3-pyridyl]-1-methyl-6-oxo-3-pyridyl]pyrazol-1-yl]benzonitrile ClC1=C(C#N)C(=CC=C1)N1N=CC(=C1)C1=CN(C(C=C1C=1C=NC(=CC1)OC1CCCC1)=O)C